ClC1=C(C=NN(C1=O)C1CCN(CC1)S(=O)(=O)N(C1=CC=CC=C1)C)NC[C@H]1COCCC1 (S)-4-(5-chloro-6-oxo-4-(((tetrahydro-2H-pyran-3-yl)methyl)amino)pyridazin-1(6H)-yl)-N-methyl-N-phenylpiperidine-1-sulfonamide